(4-Isopropylpiperazin-1-yl)(5-(3-(piperidine-1-carbonyl)pyrazolo[1,5-a]pyridin-7-yl)pyridin-2-yl)methanone C(C)(C)N1CCN(CC1)C(=O)C1=NC=C(C=C1)C1=CC=CC=2N1N=CC2C(=O)N2CCCCC2